O[C@@H](C(=O)NCCC(=O)[O-])C(CO)(C)C D-(+)-N-(2,4-dihydroxy-3,3-dimethylbutyryl)-beta-aminopropionate